FC(C1=CC=C(C=C1)C1=NOC(=N1)[C@H](CO)NC(C1=CC=CC=C1)=O)F N-[(1S)-1-{3-[4-(difluoromethyl)phenyl]-1,2,4-oxadiazol-5-yl}-2-hydroxyethyl]benzamide